(E)-4-bromo-2,6-difluoro-benzaldehyde oxime BrC1=CC(=C(/C=N/O)C(=C1)F)F